C(C)(C)(C)OC(N)=O carbamic acid (S,E)-tert-butyl ester